(R)-N-(5-((6-(3-(3'-(dimethylamino)-5-fluoro-[1,1'-biphenyl]-3-yl)isoxazolidin-2-yl)pyrimidin-4-yl)amino)-2-((2-(dimethylamino)ethyl)(methyl)amino)-4-methoxyphenyl)acrylamide CN(C=1C=C(C=CC1)C1=CC(=CC(=C1)F)[C@@H]1N(OCC1)C1=CC(=NC=N1)NC=1C(=CC(=C(C1)NC(C=C)=O)N(C)CCN(C)C)OC)C